ClC1=C(C=C(C(=O)N2CCC3(CC2)CCC(CC3)CN3CCN(CC3)C(=O)OCC3C2=CC=CC=C2C=2C=CC=CC32)C=C1)N1C(NC(CC1)=O)=O (9H-fluoren-9-yl)methyl 4-((3-(4-chloro-3-(2,4-dioxotetrahydropyrimidin-1(2H)-yl)benzoyl)-3-azaspiro[5.5]undecan-9-yl)methyl)piperazine-1-carboxylate